4-(2-(2-vinyl-1H-benzo[d]imidazol-1-yl)ethyl)morpholine C(=C)C1=NC2=C(N1CCN1CCOCC1)C=CC=C2